3-(1-oxo-4-(trifluoromethoxy)-7-(trifluoromethyl)isoindolin-2-yl)piperidine-2,6-dione O=C1N(CC2=C(C=CC(=C12)C(F)(F)F)OC(F)(F)F)C1C(NC(CC1)=O)=O